((R)-1-(2-methyl-3-(trifluoromethyl)phenyl)ethyl)-7-(((S)-pyrrolidin-3-yl)oxy)phthalazin-1-amine CC1=C(C=CC=C1C(F)(F)F)[C@@H](C)C1=NN=C(C2=CC(=CC=C12)O[C@@H]1CNCC1)N